O[C@H]1CN(CC1)C1=NN(C=C1)C1=C(C#N)C=CC=C1 2-{3-[(3R)-3-hydroxypyrrolidin-1-yl]pyrazol-1-yl}benzonitrile